NC1=C(C2=C(S1)C(C(CC2)(C2=CC=CC=C2)C#N)=O)C(=O)NCCC(=O)O 3-(2-Amino-6-cyano-7-oxo-6-phenyl-4,5,6,7-tetrahydrobenzo[b]thiophene-3-carboxamido)propanoic acid